tert-butyl (3R)-3-[7-[2-cyano-3-[[ethyl(methyl)sulfamoyl]amino]-6-fluoro-phenoxy]quinoxalin-2-yl]-1-oxa-8-azaspiro[4.5]decane-8-carboxylate C(#N)C1=C(OC2=CC=C3N=CC(=NC3=C2)[C@@H]2COC3(C2)CCN(CC3)C(=O)OC(C)(C)C)C(=CC=C1NS(N(C)CC)(=O)=O)F